azidopivaloyl-glucose N(=[N+]=[N-])[C@@](C(=O)C(C(C)(C)C)=O)(O)[C@@H](O)[C@H](O)[C@H](O)CO